BrC=1C(=NC=CC1)I bromo-2-iodo-pyridine